O=C1N(N=C(C=C1C(=O)NC[C@@H](C(F)(F)F)O)C1=CC=C(C=C1)C(F)(F)F)C=1C=NC=CC1 3-Oxo-2-(pyridin-3-yl)-N-[(2S)-3,3,3-trifluoro-2-hydroxypropyl]-6-[4-(trifluoromethyl)phenyl]-2,3-dihydropyridazine-4-carboxamide